C(C(=C)C)(=O)O.COS(=O)(=O)CCC methylpropyl-sulfonate methacrylate